8-(3,5-dichlorophenyl)-N,N-dimethyl-3-nitro-quinolin-4-amine ClC=1C=C(C=C(C1)Cl)C=1C=CC=C2C(=C(C=NC12)[N+](=O)[O-])N(C)C